N-(2-chloro-3-(2-(oxetan-3-ylamino)-8,9-dihydroimidazo[1',2':1,6]pyrido[2,3-d]pyrimidin-6-yl)phenyl)-4-(2-cyanopropan-2-yl)picolinamide ClC1=C(C=CC=C1C1=CC2=C(N=C(N=C2)NC2COC2)N2C1=NCC2)NC(C2=NC=CC(=C2)C(C)(C)C#N)=O